FC1=CC=C(C=C1)N1CC(CC1)=O 1-(4-fluorophenyl)pyrrolidin-3-one